ClC1=CC2=C(S1)[C@@]1(C[C@@H](NCC1)C)OC[C@H]2O (2'S,4S,7R)-2-chloro-2'-methyl-spiro[4,5-dihydrothieno[2,3-c]pyran-7,4'-piperidine]-4-ol